5-(4-fluorophenyl)-2-isopropyl-1-(2-(6-oxo-3,6-dihydro-2H-pyran-2-yl)ethyl)-N,4-diphenyl-1H-pyrrole-3-carboxamide FC1=CC=C(C=C1)C1=C(C(=C(N1CCC1OC(C=CC1)=O)C(C)C)C(=O)NC1=CC=CC=C1)C1=CC=CC=C1